(5S,7S)-5-(3-chloro-5-fluoro-phenyl)-7-fluoro-2-[(1R,2R)-2-fluorocyclopropyl]sulfonyl-6,7-dihydro-5H-pyrrolo[1,2-b][1,2,4]triazole ClC=1C=C(C=C(C1)F)[C@@H]1C[C@@H](C=2N1N=C(N2)S(=O)(=O)[C@H]2[C@@H](C2)F)F